ethyl 2-(5-bromo-3-fluoro-2-oxo-4-(trifluoromethyl)pyridin-1(2H)-yl)-4-methylpentanoate BrC=1C(=C(C(N(C1)C(C(=O)OCC)CC(C)C)=O)F)C(F)(F)F